ClC1=CC2=C(C3=C1N=C(S3)C3=C1N=CC(=NC1=CC(=C3)C)OC)OC[C@H](O2)OC(N(C=2C=NC(=CC2)OC)C)=O (R)-(4-chloro-2-(2-methoxy-7-methylquinoxalin-5-yl)-7,8-dihydro-[1,4]dioxino[2',3':3,4]benzo[1,2-d]thiazol-7-yl)methyl(6-methoxypyridin-3-yl)carbamate